FC=1C=C(C=CC1)N1C(=NN=C1C)S 4-(3-fluorophenyl)-5-methyl-4H-1,2,4-triazole-3-thiol